ClC=1C(=NC(=NC1)NC1=C(C=C(C(=O)NCC=2C=NC(=CC2)Cl)C=C1)OC)C=1C=NN(C1)C(C)C 4-((5-chloro-4-(1-isopropyl-1H-pyrazol-4-yl)pyrimidin-2-yl)amino)-N-((6-chloropyridin-3-yl)methyl)-3-methoxybenzamide